NC=1C(=NC2=CC(=C(C=C2C1N[C@@H]1C[C@H](N(CC1)C(=O)OC(C)(C)C)CC(=O)OC(C)(C)C)C)Br)Cl tert-butyl (2S,4S)-4-((3-amino-7-bromo-2-chloro-6-methylquinolin-4-yl)amino)-2-(2-(tert-butoxy)-2-oxoethyl)-piperidine-1-carboxylate